C(=O)O.CN(CCCN1CCN(CC1)C(=O)C1=C(C=C(NC=2C=3N(C=CN2)C(=CN3)C3=C(C(=C(OC(C#N)C)C=C3)F)F)C=C1)C)C 2-[4-[8-[4-[4-[3-(dimethylamino)propyl]piperazine-1-carbonyl]-3-methyl-anilino]imidazo[1,2-a]pyrazin-3-yl]-2,3-difluoro-phenoxy]propanenitrile formate